[N].C1(=CC=CC=C1)C1=CC=NC=C1 4-phenylpyridine nitrogen